C(C1=CC=CC=C1)O[C@@H]1[C@@](N(C[C@@H]([C@H]1OCC1=CC=CC=C1)OCC1=CC=CC=C1)O)(S(=O)(=O)C1=NC=CC=C1)COCC1=CC=CC=C1 (2S,3S,4R,5S)-3,4,5-tris(benzyloxy)-2-((benzyloxy)methyl)-2-(pyridin-2-ylsulfonyl)piperidin-1-ol